benzenesulfonic acid tetrabutylphosphonium salt C(CCC)[P+](CCCC)(CCCC)CCCC.C1(=CC=CC=C1)S(=O)(=O)[O-]